FC1=C2C=NN(C2=CC(=C1C#CC1=NN(C(=C1C(=O)N)NC)[C@@H]1CN([C@H](C1)COC)C(C=C)=O)F)C 3-[2-(4,6-difluoro-1-methylindazol-5-yl)ethynyl]-1-[(3S,5R)-5-(methoxymethyl)-1-(prop-2-enoyl)pyrrolidin-3-yl]-5-(methylamino)pyrazole-4-carboxamide